C(CCCCCCCCC)C1=CC=C(C=C)C=C1 para-Decylstyrol